COC(C(C)C)=O methyl-2-methylpropanoat